COCCOC1=CC(=C(C(=O)O)C=C1OCCOC)[N+](=O)[O-] 4,5-bis(2-methoxyethoxy)-2-nitrobenzoic acid